(R)-N-(6-(1-methyl-1H-1,2,3-triazol-4-yl)isoquinolin-3-yl)-2-(2-methylpyrrolidin-1-yl)acetamide CN1N=NC(=C1)C=1C=C2C=C(N=CC2=CC1)NC(CN1[C@@H](CCC1)C)=O